(S)-5-chloro-6-isobutoxy-N-(3-(1-((1-methyl-1H-pyrazolo[3,4-b]pyrazin-6-yl)amino)ethyl)phenyl)nicotinamide ClC=1C(=NC=C(C(=O)NC2=CC(=CC=C2)[C@H](C)NC2=CN=C3C(=N2)N(N=C3)C)C1)OCC(C)C